N,N-diphenylbenzene-1,4-diamine C1(=CC=CC=C1)N(C1=CC=C(C=C1)N)C1=CC=CC=C1